1-Methyl-6-((1-((3-methyloxetan-3-yl)sulfonyl)cyclopropyl)methyl)-7-oxo-4,5,6,7-tetrahydro-1H-pyrazolo[3,4-c]pyridine-3-carboxylic acid CN1N=C(C2=C1C(N(CC2)CC2(CC2)S(=O)(=O)C2(COC2)C)=O)C(=O)O